6-(4-amino-4-(2-methoxyphenyl)piperidin-1-yl)-3-(3,4-dichloro-2-methyl-2H-indazol-5-yl)-1H-pyrazolo[3,4-d]pyrimidine-4-carboxamide NC1(CCN(CC1)C1=NC(=C2C(=N1)NN=C2C2=C(C1=C(N(N=C1C=C2)C)Cl)Cl)C(=O)N)C2=C(C=CC=C2)OC